Cl.[Zn] zinc, hydrochloride